2,4,9,9-tetramethylspiro[4.5]dec-2-en-10-ol CC=1CC2(C(C1)C)CCCC(C2O)(C)C